The molecule is an organic cation that is the conjugate acid of (S)-atropine arising from protonation of the tertiary amino group; major species at pH 7.3. It has a role as a plant metabolite. It is an ammonium ion derivative and an organic cation. It is a conjugate acid of a (S)-atropine. C[NH+]1[C@@H]2CC[C@H]1CC(C2)OC(=O)[C@H](CO)C3=CC=CC=C3